C1(C=CC(N1C1C(=O)NC(C1)=O)=O)=O maleimidosuccinimide